BrC1=C(C=C(C=C1)N1C(N=C2C(C1=O)=CC=CN2CC=2C=NC(=CC2)Cl)=O)F 3-(4-bromo-3-fluorophenyl)-8-((6-chloropyridin-3-yl)methyl)pyrido[2,3-d]pyrimidine-2,4(3H,8H)-dione